CC1=C(C(=CC=C1)C)C1=CC=C(S1)[C@H](CC(=O)[O-])NC(=O)NC=1C(N(C=CC1[O-])C)=O.[Na+].[Na+] sodium (S)-3-(5-(2,6-dimethylphenyl)thiophen-2-yl)-3-(3-(1-methyl-4-oxido-2-oxo-1,2-dihydro pyridin-3-yl)ureido)propanoate